4-(4-((1R,5S)-3,8-diazabicyclo[3.2.1]oct-3-yl)-8-fluoro-2-(((S)-4-methylmorpholin-2-yl)methoxy)-5-(propynyl)pyrido[4,3-d]pyrimidin-7-yl)-5-ethyl-6-fluoronaphthalen-2-ol [C@H]12CN(C[C@H](CC1)N2)C=2C1=C(N=C(N2)OC[C@@H]2CN(CCO2)C)C(=C(N=C1C#CC)C1=CC(=CC2=CC=C(C(=C12)CC)F)O)F